N'-(4-(4-chloro-3-trifluoromethylphenoxy)-2,5-dimethylphenyl)-N-ethyl-N-methyl-formamidine ClC1=C(C=C(OC2=CC(=C(C=C2C)N=CN(C)CC)C)C=C1)C(F)(F)F